N-(4-((3-fluorobenzyl)oxy)-5,6,7,8-tetrahydronaphthalen-1-yl)acrylamide FC=1C=C(COC2=CC=C(C=3CCCCC23)NC(C=C)=O)C=CC1